C[C@@H]1N([C@@H](CCC1)C)C(=O)N[C@H](C(=O)O)CCCCCCCC1=NC=2NCCCC2C=C1 (S)-2-((2S,6r)-2,6-dimethylpiperidin-1-carboxamido)-9-(5,6,7,8-tetrahydro-1,8-naphthyridin-2-yl)nonanoic acid